ClC1=C(C=CC=C1)C1=CC=CC=2C3=CC=CC=C3N(C12)C1=CC=CC=C1 (2-chlorophenyl)-9-phenyl-9H-carbazole